biindanyl carbonate C(O)(O)=O.C1(CCC2=CC=CC=C12)C1CCC2=CC=CC=C12